C(C1=CC=CC=C1)OC(=O)N[C@H]1C[C@H](N(C1)C(=O)OC(C)(C)C)C(=O)OC (2S,4S)-1-tert-butyl 2-methyl 4-(((benzyloxy)carbonyl)-amino)pyrrolidine-1,2-dicarboxylate